C1(CCC1)NC1=CC=CC(=N1)B(O)O 6-(CYCLOBUTYLAMINO)PYRIDINE-2-BORONIC ACID